tert-butyl (7S,8aS)-7-(3,3-difluoro-3-(2-methoxypyridin-4-yl)propyl)-6-oxohexahydropyrrolo[1,2-a]pyrazine-2(1H)-carboxylate FC(CC[C@H]1C[C@@H]2N(CCN(C2)C(=O)OC(C)(C)C)C1=O)(C1=CC(=NC=C1)OC)F